2,4,6-trimethylbenzoyl-phosphine dioxide CC1=C(C(=O)[PH2](=O)=O)C(=CC(=C1)C)C